COC=1C=2N(C=CC1C=1C=NNC1)N=C(N2)NC2=C(C=C(C=C2)S(=O)(=O)N)C 4-((8-methoxy-7-(1H-pyrazol-4-yl)-[1,2,4]triazolo[1,5-a]pyridin-2-yl)amino)-3-methylbenzenesulfonamide